COC1=CC=C(C(=O)N)C=C1 4-methoxybenzamide